ClC1=C(C=NC2=CC(=C(C=C12)OC)OC)C(=O)OCC ethyl 4-chloro-6,7-dimethoxy-quinoline-3-carboxylate